Methyl 5-(2-((6-ethyl-2-methylisoindolin-5-yl)amino)-5-(trifluoromethyl)pyrimidin-4-yl)thiophene-3-carboxylate C(C)C1=C(C=C2CN(CC2=C1)C)NC1=NC=C(C(=N1)C1=CC(=CS1)C(=O)OC)C(F)(F)F